ethoxydecaethylene glycol C(C)OC(COCCOCCOCCOCCOCCOCCOCCOCCOCCO)O